5-((1-(4-((3R,4R)-3-(Dimethylamino)-4-methylpyrrolidin-1-yl)phenyl)-1H-imidazol-4-yl)amino)pyrazine-2-carbonitrile CN([C@H]1CN(C[C@H]1C)C1=CC=C(C=C1)N1C=NC(=C1)NC=1N=CC(=NC1)C#N)C